ClC1=CC(=C(C(=C1)OC)S(=O)(=O)N[C@@H]([C@H](C)C1=C(C(=CC=C1F)C)C)C=1OC(NN1)=O)CO 4-chloro-N-[(1S,2R)-2-(6-fluoro-2,3-dimethylphenyl)-1-(5-oxo-4H-1,3,4-oxadiazol-2-yl)propyl]-2-(hydroxymethyl)-6-methoxybenzenesulfonamide